(2S)-2-(4,4-difluoro-3-(5-oxo-4,5-dihydropyrazin-2-yl)piperidin-1-yl)-N-(6,7-dihydro-[1,4]dioxino[2',3':4,5]benzo[1,2-d]thiazol-2-yl)propanamide FC1(C(CN(CC1)[C@H](C(=O)NC=1SC2=C(N1)C=C1C(=C2)OCCO1)C)C=1N=CC(NC1)=O)F